C(=O)(OC(C)(C)C)N1CC2NCCC2C1 5-BOC-hexahydropyrrolo[3,4-B]pyrrole